CN([C@H](CNC(C[C@H](C)C1=CC=CC=C1)=O)CC1=CC2=C(NC(O2)=O)C=C1)C (S)-N-((S)-2-(dimethylamino)-3-(2-oxo-2,3-dihydrobenzo[d]oxazol-6-yl)propyl)-3-phenylbutanamide